ethylenebis(4-isobutyl-6-tert-butylphenol) C(CC1=C(C(=CC(=C1)CC(C)C)C(C)(C)C)O)C1=C(C(=CC(=C1)CC(C)C)C(C)(C)C)O